5-(1-(azepan-4-yl)-3-methoxy-1H-pyrazol-4-yl)-3-(3-fluorophenyl)-1-tosyl-1H-pyrrolo[2,3-b]pyridine N1CCC(CCC1)N1N=C(C(=C1)C=1C=C2C(=NC1)N(C=C2C2=CC(=CC=C2)F)S(=O)(=O)C2=CC=C(C)C=C2)OC